2-([1-[(2-methoxyphenyl)methyl]-5-[3-(2-methylpropoxy)phenyl]-1H-pyrazol-3-yl]methoxy)-2-methylpropanoic acid COC1=C(C=CC=C1)CN1N=C(C=C1C1=CC(=CC=C1)OCC(C)C)COC(C(=O)O)(C)C